Cl.ClC1=C(C(=CC=2C3=C(C(NC12)=O)CN[C@H]3C)[N+](=O)[O-])Cl (S)-6,7-dichloro-1-methyl-8-nitro-1,2,3,5-tetrahydro-4H-pyrrolo[3,4-c]quinolin-4-one hydrochloride